C(CCCCCCC)(=O)OCC1(COC(OC1)(C)C)COC(CCN(C)C)=O (5-(((N,N-dimethyl-β-alanyl)oxy)methyl)-2,2-dimethyl-1,3-dioxan-5-yl)methyl octanoate